cyclohepta[b]indol C1=C2C=3C(=NC2=CC=C1)C=CC=CC3